(R)-2-ethyl-2,3,7,8-tetrahydrothieno[2',3':4,5]benzo[1,2-f][1,4]oxazepine-4(5H)-carboxylic acid 2,2,2-trichloroethyl ester ClC(COC(=O)N1C[C@H](OC2=C(C1)C=C1C(=C2)SCC1)CC)(Cl)Cl